FC1=C(C=CC(=C1)F)C1=CC(=CC=C1)NC1=NC=NC2=CC(=C(C=C12)[N+](=O)[O-])OCCCN1CCOCC1 N-(2',4'-difluoro-[1,1'-biphenyl]-3-yl)-7-(3-morpholinopropoxy)-6-nitroquinazolin-4-amine